3-aminomethyl-1H-pyrazole NCC1=NNC=C1